C(#N)C=1C(=NC(=C(C1CC)C#N)N(C)C)SC(C(=O)N)C1=CC=C(C=C1)S(NC)(=O)=O 2-((3,5-dicyano-6-(dimethylamino)-4-ethylpyridin-2-yl)thio)-2-(4-(N-methylsulfamoyl)phenyl)acetamide